C1(=CC=C(C=C1)OC([C@H](C)N=P(=O)OC1=C(C=CC=C1)OCC=1C=NC(=C(C1CO)O)C)=O)C.CC1=C(C(=CC=C1)C)CCC(=O)C=1N(C=CC1)C 3-(2,6-dimethylphenyl)-1-(N-methyl-pyrrol-2-yl)propan-1-one (2S)-p-Tolyl-2-(((5-hydroxy-4-(hydroxymethyl)-6-methylpyridin-3-yl)methoxy)(phenoxy)phosphorylamino)propanoate